C(C)S(=O)(=O)C=1C=CC(=NC1)CNC(C1=CN=CC=C1)=O N-((5-(ethylsulfonyl)pyridin-2-yl)methyl)nicotinamide